(1-ethylamino-3-methylimidazole) bromide [Br-].C(C)NN1CN(C=C1)C